bis(1,2,2,6,6-pentaethyl-4-piperidinyl) sebacate C(CCCCCCCCC(=O)OC1CC(N(C(C1)(CC)CC)CC)(CC)CC)(=O)OC1CC(N(C(C1)(CC)CC)CC)(CC)CC